COC1=CC=C2C=3C=CN=C(C3N(C2=C1)CCCC(C#N)N)C 4-(7-Methoxy-1-methyl-β-carbolin-9-yl)-1-cyanobutylamine